(E)-3-(2-methoxyphenyl)-propenyl bromide COC1=C(C=CC=C1)C/C=C/Br